1-Nonanone C(CCCCCCCC)=O